5H-imidazo[4,5-c]pyridazine N1=NC=CC2=C1N=CN2